thiophene-3-carbonitrile S1C=C(C=C1)C#N